C(C)(C)(C)C1=CC(=NO1)NC(=O)NC1=CC=C(C=C1)C(=O)C1=CN=C2N1C=CC=C2OC 1-(5-(tert-butyl)isoxazol-3-yl)-3-(4-(8-methoxyimidazo[1,2-a]pyridine-3-carbonyl)phenyl)urea